[Br-].C(CC)N1CC=C(C=C1)C=C 1-propyl-4-vinylpyridine bromide